(S)-quinuclidin-3-yl (3,3-dimethyl-7-(2-vinylphenyl)chroman-4-yl)carbamate CC1(COC2=CC(=CC=C2C1NC(O[C@@H]1CN2CCC1CC2)=O)C2=C(C=CC=C2)C=C)C